7-Ethoxy-2-(oxan-4-yl)imidazo[1,2-a]pyridin-6-amine C(C)OC1=CC=2N(C=C1N)C=C(N2)C2CCOCC2